C(C)(C)C1=C(N(C2=C(C=CC=C12)C1=C(C(=CC(=C1)F)F)F)C)C(=O)N 3-isopropyl-1-methyl-7-(2,3,5-trifluorophenyl)-1H-indole-2-carboxamide